FC1=C(C=CC=C1)N1N=NC(=C1)C1=CC=C(C=C1)NC(C)=O N-{4-[1-(2-fluorophenyl)-1H-[1,2,3]triazol-4-yl]-phenyl}acetamide